ammonium aminoethylsulfonic acid NCCS(=O)(=O)O.[NH4+]